N,O-bismethacryloyl-ethanolamine C(C(=C)C)(=O)NCCOC(C(=C)C)=O